OC=1C(=C2CCC(OC2=C(C1C)C)(C(=O)O)C)C 6-hydroxy-2,5,7,8-tetramethylchroman-2-formic acid